N-(3-(1H-indol-7-yl)-1H-pyrazol-5-yl)-4-((1-methylpiperidin-4-yl)amino)benzamide N1C=CC2=CC=CC(=C12)C1=NNC(=C1)NC(C1=CC=C(C=C1)NC1CCN(CC1)C)=O